CC(C)C1=C(C=C2C(=C1)[C@H]([C@@H]3[C@@H]4[C@@]2(CCCC4(C)C)C(=O)O3)O)O The molecule is an abietane diterpenoid isolated from the stem bark of Fraxinus sieboldiana. It has a role as a plant metabolite. It is a diterpene lactone, an abietane diterpenoid and a tetracyclic diterpenoid.